ClC1=C(CC(C(=O)OC)C(C)=O)C=CC(=C1)F methyl 2-(2-chloro-4-fluorobenzyl)-3-oxobutanoate